BrC=1C(=NC(=NC1)NC1=CC(=C(C=C1OC)N1CCN(CC1)CCC1CCN(CC1)C(=O)[O-])C=1C=NN(C1)C)NC=1C(=C2N=CC=NC2=CC1)P(=O)(OC)OC 4-(2-(4-(4-((5-bromo-4-((5-(dimethylphosphono)quinoxalin-6-yl)amino)pyrimidin-2-yl) Amino)-5-methoxy-2-(1-methyl-1H-pyrazol-4-yl)phenyl)piperazin-1-yl)ethyl)piperidine-1-carboxylate